5-[6-(ethylamino)-2-fluoropyridine-3-yl]-N-[(3S)-9-fluoro-2-oxo-5-phenyl-1,3-dihydro-1,4-benzodiazepine-3-yl]-1-(oxacyclohex-4-yl)pyrazole-4-carboxamide C(C)NC1=CC=C(C(=N1)F)C1=C(C=NN1C1CCOCC1)C(=O)N[C@@H]1C(NC2=C(C(=N1)C1=CC=CC=C1)C=CC=C2F)=O